ClC=1C(=NC(=NC1)NC1=NN(N=C1)C)C=1C=C2C(N([C@@H](C2=CC1)C)CC(=O)N[C@H](CO)C1=CC(=CC(=C1)OC)F)=O 2-[(1R)-5-{5-chloro-2-[(2-methyl-2H-1,2,3-triazol-4-yl)amino]pyrimidin-4-yl}-1-methyl-3-oxo-2,3-dihydro-1H-isoindol-2-yl]N-[(1S)-1-(3-fluoro-5-methoxyphenyl)-2-hydroxyethyl]acetamide